N-phenyl-alpha-naphthalamine C1(=CC=CC=C1)NC1=CC=CC2=CC=CC=C12